C1(CC1)C1=C(C(=NO1)C)C1=C(C=CC(=C1)F)O 2-(5-cyclopropyl-3-methyl-isoxazol-4-yl)-4-fluoro-phenol